C(C)(C)(C)OC(=O)NC=1N=CC(=NC1)C=1N=NN(C1NC(O[C@H](C)C=1C(=NC=C(C1)F)Cl)=O)C (R)-1-(2-chloro-5-fluoropyridin-3-yl)ethyl (4-(5-((tert-butoxycarbonyl)amino) pyrazin-2-yl)-1-methyl-1H-1,2,3-triazol-5-yl)carbamate